hexahydro-2,2,4,4,6-pentamethylpyrimidine CC1(NC(CC(N1)(C)C)C)C